allyloxytert-butyldiphenylsilane C(C=C)O[Si](C1=CC=CC=C1)(C1=CC=CC=C1)C(C)(C)C